The molecule is a cyclic hydroxamic acid secreted by Mycobacterium tuberculosis which is lipid-soluble and acts as a siderophore. It has a role as a siderophore. It is a member of 1,3-oxazoles, a lactam, a carboxylic ester and a cyclic hydroxamic acid. CCCCCCCCCCCCCCCCCCCC(=O)N(CCCC[C@@H](C(=O)O[C@H](C)CC(=O)N[C@H]1CCCCN(C1=O)O)NC(=O)[C@@H]2COC(=N2)C3=CC=CC=C3O)O